4-Fluoroheptane-3,5-dione FC(C(CC)=O)C(CC)=O